[Cu].[Mg] Magnesium-copper